4-[(1R)-1-[4-[(1S)-1-aminoethyl]phenyl]propyl]piperazine-1-carboxylic acid tert-butyl ester C(C)(C)(C)OC(=O)N1CCN(CC1)[C@H](CC)C1=CC=C(C=C1)[C@H](C)N